NC1CCN(CC1)CCC1CCN(CC1)C1=CC=C(C=C1)C1C(NC(CC1)=O)=O 3-(4-(4-(2-(4-aminopiperidin-1-yl)ethyl)piperidin-1-yl)phenyl)piperidine-2,6-dione